COC(C1=C(C=C(C=C1)C#N)CBr)=O.OC12CC3(CC(CC(C1)C3)C2)C(=O)OCCC(C(S(=O)(=O)[O-])(F)F)F.[Na+] sodium 4-(3-hydroxyadamantylcarbonyloxy)-1,1,2-trifluorobutanesulfonate methyl-2-(bromomethyl)-4-cyanobenzoate